BrC1=CC(=C(C=C1C=1C(N(C2=CC(=NC=C2C1)NCCOC)CC(F)(F)F)=O)NC(=O)NC1=CC=C(C=C1)F)F 1-(4-bromo-2-fluoro-5-(7-((2-methoxyethyl)amino)-2-oxo-1-(2,2,2-trifluoroethyl)-1,2-dihydro-1,6-naphthyridin-3-yl)phenyl)-3-(4-fluorophenyl)urea